C(CCCSSCCCCO)O 4,4'-dithiodibutanol